(2S,3S,4R,5R)-5-(6-((4-chloropyridin-2-yl)methylamino)-2-(pyridin-3-yl)-9H-purin-9-yl)-3,4-dihydroxyl-N-methyl-tetrahydrofuran-2-formamide ClC1=CC(=NC=C1)CNC1=C2N=CN(C2=NC(=N1)C=1C=NC=CC1)[C@H]1[C@@H]([C@@H]([C@H](O1)C(=O)NC)O)O